ClC=1C=CC=C2C=3C=C(C=CC3N(C12)C=1OC2=C(C1)C(=CC=C2)C2=CC=CC=C2)C=2C=CC=1N(C3=CC=CC=C3C1C2)C2=CC=CC=C2 8-chloro-4-phenyl-2-(9'-phenyl-3,3'-bi-9H-carbazol-9-yl)-[1]benzofuran